4-fluoro-5-(1H-imidazol-1-yl)-2-(3-(piperidin-4-ylidenemethyl)-1,2,4-triazin-6-yl)phenol FC1=CC(=C(C=C1N1C=NC=C1)O)C1=CN=C(N=N1)C=C1CCNCC1